C(C1=CC=CC=C1)O[C@@H]1CNCC1 (S)-3-(benzyloxy)pyrrolidine